imino(3-methoxypyridin-2-yl)(methyl)-λ6-sulfanone N=S(=O)(C)C1=NC=CC=C1OC